FC(OC1=C(C=C(C=O)C=C1)F)F 4-(difluoromethoxy)-3-fluorobenzaldehyde